C(C)(C)(C)OC(=O)N1CC2=C(C[C@H]1C(=O)OCC1=CC=CC=C1)N=CN2CC2=CC=CC=C2 (S)-3-benzyl-3,4,6,7-tetrahydro-5H-imidazo[4,5-c]pyridine-5,6-dicarboxylic acid 6-benzyl ester 5-(tert-butyl) ester